FC1=CC=C(CNCC2CN(CCC2)C)C=C1 N-(4-Fluorobenzyl)-1-(1-methylpiperidin-3-yl)methylamine